BrC1=CC(CCC1)OCOCC[Si](C)(C)C (2-{[(3-bromo-2-cyclohexen-1-yl)oxy]methoxy}ethyl)(trimethyl)silane